S(=O)(=O)([O-])OOS(=O)(=O)[O-].S(=O)(=O)([O-])OOS(=O)(=O)[O-].[Na+].[Na+].[Na+].[Na+] sodium dipersulfate